(E)-4-((cis)-3-methyl-1-(4-(trifluoromethyl)phenyl)cyclobutoxy)-4-oxobut-2-enoic acid CC1CC(C1)(OC(/C=C/C(=O)O)=O)C1=CC=C(C=C1)C(F)(F)F